BrC1=CC=CC(=N1)C(=O)N 6-bromopicolinamide